CC12OC3(OC(P(C(O1)(C3)C)C3=CC=CC=C3)(C2)C)C 1,3,5,7-tetramethyl-6-phenyl-2,4,8-trioxa-6-phosphaadamantane